5-[4,7-diazaspiro[2.5]octan-7-yl]-3-fluoro-N-[8-fluoro-2-methylimidazo[1,2-a]pyridin-6-yl]thiophene-2-carboxamide C1CC12NCCN(C2)C2=CC(=C(S2)C(=O)NC=2C=C(C=1N(C2)C=C(N1)C)F)F